methyl (5,7-dichloro-[1,2,4]triazolo[1,5-a]pyridin-8-yl)carboxylate ClC1=CC(=C(C=2N1N=CN2)C(=O)OC)Cl